1-[[2-(difluoro-methoxy)pyridin-4-yl]methyl]-3-[rac-(1R,3S)-3-(trifluoromethyl)cyclohexyl]urea FC(OC1=NC=CC(=C1)CNC(=O)N[C@H]1C[C@H](CCC1)C(F)(F)F)F |r|